cyanide copper-zinc [Zn+2].[Cu+2].[C-]#N.[C-]#N.[C-]#N.[C-]#N